FC=1C=CC(=C(C(=O)N(C(C)C)C(C)C)C1)OC=1C(=NC=NC1)N1CC2(C1)CN(C2)C(=O)[C@H]2N[C@@H]1C[C@@H]([C@H]2CC1)F 5-fluoro-2-[(4-{6-[(1S,3S,4S,5S)-5-fluoro-2-azabicyclo[2.2.2]octane-3-carbonyl]-2,6-diazaspiro[3.3]heptan-2-yl}pyrimidin-5-yl)oxy]-N,N-di(propan-2-yl)benzamide